Heptacosane Pentacosanoate C(CCCCCCCCCCCCCCCCCCCCCCCC)(=O)O.CCCCCCCCCCCCCCCCCCCCCCCCCCC